COC=1C=C(C=CC1)CP(OCC)(OCC)=O Diethyl [(3-methoxyphenyl)methyl]phosphonate